Mono-prenyl maleate C(\C=C/C(=O)[O-])(=O)OCC=C(C)C